C(C1=CC=CC=C1)C=1C(=NC(=NC1OC)OC)C=1C(=C(C=CC1)C=1CCCCC1)Cl (5-benzyl-2,6-dimethoxypyrimidin-4-yl)-2-chloro-2',3',4',5'-tetrahydro-[1,1'-biphenyl]